C(C)(C)(C)OC=1C=C2CC[C@@H]([C@@H](C2=CC1)C1=CC=C(C=C1)N1CCN(CC1)C(=O)OC(C)(C)C)C1=CC=CC=C1 |o1:10,11| rel-tert-butyl 4-(4-((1R,2S)-6-(tert-butoxy)-2-phenyl-1,2,3,4-tetrahydronaphthalen-1-yl)phenyl)piperazine-1-carboxylate